(3R)-3-amino-7-(5-tert-butyl-1,3,4-oxadiazol-2-yl)-8-chloro-5-[(4-chlorophenyl)methyl]-1,1-dioxo-2,3-dihydro-1lambda6,5-benzothiazepin-4-one N[C@H]1CS(C2=C(N(C1=O)CC1=CC=C(C=C1)Cl)C=C(C(=C2)Cl)C=2OC(=NN2)C(C)(C)C)(=O)=O